tert-butyl 3-(2-((2-carbamoylphenyl)amino)-2-oxoethyl)piperidine-1-carboxylate C(N)(=O)C1=C(C=CC=C1)NC(CC1CN(CCC1)C(=O)OC(C)(C)C)=O